C(C)CC(CC(=O)O)=O.C(C)CC(CC(=O)O)=O.C(C)(=O)CC(C)=O acetylacetone bis(ethyl acetoacetate)